7-chloro-6-methoxyindole-2,3-dione ClC=1C(=CC=C2C(C(NC12)=O)=O)OC